C(C1=CC=CC=C1)C=1NC(=NN1)C(=O)NC1CCC2=C(N(C1=O)C)N=CC=C2 5-benzyl-N-(9-methyl-8-oxo-6,7,8,9-tetrahydro-5H-pyrido[2,3-b]azepin-7-yl)-4H-1,2,4-triazole-3-carboxamide